ClC1=C(C(=O)NCC(N2CCC(CC2)COC2=C3C=CC=NC3=CC=N2)C2=C(N=CS2)C(F)F)C(=CC=C1)F 2-Chloro-N-{2-[4-(difluoromethyl)-1,3-thiazol-5-yl]-2-{4-[(1,6-naphthyridin-5-yloxy)methyl]piperidin-1-yl}ethyl}-6-fluorobenzamide